2-(3',3'-dimethyl-6-nitrospiro[chromene-2,2'-indolin]-1'-yl)ethan-1-ol CC1(C2(N(C3=CC=CC=C13)CCO)OC1=CC=C(C=C1C=C2)[N+](=O)[O-])C